N=1N(N=CC1)C=1C=CC2=C(C1)OCC=1N=CSC12 7-(2H-1,2,3-triazol-2-yl)-4H-chromeno[3,4-d]thiazole